C1(=CC=CC=C1)C(C)N1C(C=2C(C1=O)=CC=CC2)=O N-(1-phenylethyl)phthalimide